CN1N=C(C(=C1)NC1=NC=CC(=N1)C1=CNC2=C(C=CC=C12)NC([C@@H](C)N1CCN(CC1)C)=O)C (2R)-N-(3-{2-[(1,3-dimethyl-1H-pyrazol-4-yl)amino]pyrimidin-4-yl}-1H-indol-7-yl)-2-(4-methylpiperazin-1-yl)propanamide